NC1=NC=CC(=N1)C1=C(SC(=C1)C=1SC=CC1)C=1SC=CC1 3'-(2-aminopyrimidyl)-2,2':5',2''-terthiophene